titanium tetra(2-ethylhexanoate) C(C)C(C(=O)[O-])CCCC.C(C)C(C(=O)[O-])CCCC.C(C)C(C(=O)[O-])CCCC.C(C)C(C(=O)[O-])CCCC.[Ti+4]